C(C)P(CC)C=1SC=CN1 diethylphosphinothiazole